C12NC(CC2C1)C(=O)N 2-azabicyclo[3.1.0]hexane-3-carboxamide